ClC=1C(=C(C=CC1)C1=CC(=CC=C1)C(C(=O)O)C)C=1C=CC2=C(CCO2)C1 2-(3'-chloro-2'-(2,3-dihydrobenzofuran-5-yl)-[1,1'-biphenyl]-3-yl)propionic acid